racemic-2-(7,8-dichloro-5-(2-hydroxyethyl)-6-methyl-2-oxo-1,2,3,4,5,6-hexahydroazepino[4,5-b]indol-10-yl)acetonitrile ClC1=C(C=C(C=2C3=C(N(C12)C)[C@@H](CNC(C3)=O)CCO)CC#N)Cl |r|